C(C)C(C(=O)N(C)C1=CC(=CC=C1)OC)CC 2-Ethyl-N-(3-methoxyphenyl)-N-methylbutanamide